O=C1NC(CCC1N1C(=NC2=CC=CC=C2C1=O)C)=O 3-(2,6-dioxopiperidin-3-yl)-2-methyl-4-oxo-3,4-dihydroquinazoline